CC12N(CC(C=C1)(CC2C(C)=NNS(=O)(=O)C2=CC=C(C)C=C2)C)C(=O)O.C(CCCCCCCCCCC)(=O)NCC(=O)NCC(=O)O N-lauroyl-glycyl-glycine exo-Methyl-4-methyl-7-(1-(2-tosylhydrazono)ethyl)-2-azabicyclo[2.2.2]oct-5-ene-2-carboxylate